[Na+].[Na+].C(C)(=O)NC1=C2C(=C(C(=CC2=CC(=C1)S(=O)(=O)[O-])S(=O)(=O)[O-])N=NC1=CC=CC=C1)O 5-(acetylamino)-4-hydroxy-3-(phenylazo)-2,7-naphthalenedisulfonic acid disodium salt